C(COCC(=O)NCCCCCC)(=O)OCCCCCC dihexyl diglycolamate